C1(=C(C=CC=C1)P(C(C)(C)C)C(C)(C)C)C1=CC=CC=C1 biphenyl-2-yl-(di-tert-butyl)phosphine